5-[8-[(1R,2R)-2-(1-naphthyl)cyclopropyl]imidazo[1,2-b]pyridazin-6-yl]-1H-pyrimidine-2,4-dione C1(=CC=CC2=CC=CC=C12)[C@H]1[C@@H](C1)C=1C=2N(N=C(C1)C=1C(NC(NC1)=O)=O)C=CN2